O1C(OCC2C1COC(O2)=O)=O 4,4a,8,8a-tetrahydro-[1,3]dioxino[5,4-d][1,3]dioxin-2,6-dione